C(C)(C)(C)N1N=C(C(=C1NC1=NC=CN=C1)C(=O)N)C1=CC(=C(C=C1)NS(=O)(=O)CC(F)(F)F)OCC1=NC=C(C=C1)Cl 1-tert-butyl-3-{3-[(5-chloropyridin-2-yl)methoxy]-4-(2,2,2-trifluoroethanesulfonamido)phenyl}-5-[(pyrazin-2-yl)amino]-1H-pyrazole-4-carboxamide